C12C(C=CC(CC1)C2)C#N bicyclo[3.2.1]Octane-3-ene-2-carbonitrile